3-(5-(4-(((S)-3-(hydroxymethyl)pyrrolidin-1-yl)methyl)pyridin-2-yl)-1-oxoisoindolin-2-yl)piperidine-2,6-dione OC[C@@H]1CN(CC1)CC1=CC(=NC=C1)C=1C=C2CN(C(C2=CC1)=O)C1C(NC(CC1)=O)=O